ethyl 2,2-dimethylcyclopropanecarboxylate CC1(C(C1)C(=O)OCC)C